CC(C(=O)OC(COC)CNC(C1=CC(=C(C=C1)N(CC#C)C(=O)OC(C)(C)C)OC)=O)C [1-[[[4-[tert-butoxycarbonyl(prop-2-ynyl)amino]-3-methoxy-benzoyl]amino]methyl]-2-methoxy-ethyl] 2-methylpropanoate